2-Fluoro-6-methyl-10-(2-methyl-pyridin-3-yl)-6,7-dihydro-4,6-diaza-dibenzo[a,c]cyclohepten-5-one FC1=CC2=C(C(N(CC3=C2C=C(C=C3)C=3C(=NC=CC3)C)C)=O)N=C1